7-chloro-2-(oxan-2-yl)indazole-4-carboxylic acid ClC1=CC=C(C2=CN(N=C12)C1OCCCC1)C(=O)O